O=C1N(C=2C(C=3CCN(CC13)C(=O)OC(C)(C)C)=COC2)CC2=CC=C(C=C2)C(F)(F)F tert-butyl 5-oxo-4-(4-trifluoromethylbenzyl)-4,5,8,9-tetrahydrofuro[3,4-c][2,7]naphthyridine-7(6H)-carboxylate